3,8-diazabicyclo[3.2.1]octan-8-formate C12CNCC(CC1)N2C(=O)[O-]